6-((4-((2-Cyclopropyl-4-phenyloxazol-5-yl)oxy)pyridin-2-yl)amino)nicotinamide silver trifluoromethane-sulfonate FC(S(=O)(=O)[O-])(F)F.[Ag+].C1(CC1)C=1OC(=C(N1)C1=CC=CC=C1)OC1=CC(=NC=C1)NC1=NC=C(C(=O)N)C=C1